N(=C=O)C1=CC(=CC(=C1)N=C=O)N=C=O 1,3,5-Triisocyanato-benzene